(E)-N-(4-methoxy-5-((4-(1-methyl-1H-indol-3-yl)pyrimidin-2-yl)amino)-2-(methylamino)phenyl)-4-morpholinobut-2-enamide COC1=CC(=C(C=C1NC1=NC=CC(=N1)C1=CN(C2=CC=CC=C12)C)NC(\C=C\CN1CCOCC1)=O)NC